N1=C(C=CC=C1)CN(C1=C(C=C(C=O)C=C1)OC)CC1=NC=CC=C1 4-(bis(pyridine-2-ylmethyl)amino)-3-methoxybenzaldehyde